[4-[2-[(2R,4S)-4-fluoropyrrolidin-2-yl]-3H-imidazo[4,5-b]pyridin-7-yl]-1-piperidyl]-[4-(trifluoromethoxy)phenyl]methanone F[C@H]1C[C@@H](NC1)C1=NC=2C(=NC=CC2C2CCN(CC2)C(=O)C2=CC=C(C=C2)OC(F)(F)F)N1